C(CCCCCC)(=O)OCCOCCOC(CCCCCC)=O diethylene glycol di(n-heptanoate)